C(C1=CC=CC=C1)N(C(=O)Cl)C N-benzyl-N-methyl-carbamoyl chloride